C(OC[C@H]1O[C@@]([C@@H]([C@@H]1O)O)(C#N)C1=CC=C2C(=NC=NN21)N)(OCC2(CC2)C#N)=O ((2R,3S,4R,5R)-5-(4-aminopyrrolo[2,1-f][1,2,4]triazin-7-yl)-5-cyano-3,4-dihydroxytetrahydrofuran-2-yl)methyl ((1-cyanocyclopropyl)methyl) carbonate